O=C[C@H](O)[C@H](O)[C@@H](O)[C@@H](O)C anti-L-rhamnose